ethyl 6-benzyl-6-azaspiro[3.4]octane-8-carboxylate C(C1=CC=CC=C1)N1CC2(CCC2)C(C1)C(=O)OCC